1-phenyl-1H-1,2,3-triazole-4-carbonyl chloride C1(=CC=CC=C1)N1N=NC(=C1)C(=O)Cl